ClCC=1SC(=NN1)C1=CC(=CC=C1)C(F)(F)F 2-(chloromethyl)-5-(3-trifluoromethylphenyl)-1,3,4-thiadiazole